CC(C)C(C(C)C)(CC)C 2,3,4-trimethyl-3-ethyl-pentane